(7-fluoro-5-((2'-(5-methoxyisoindolin-2-yl)-[2,4'-bipyrimidin]-4-yl)ethynyl)-2H-indazol-2-yl)methyl dihydrogen phosphate P(=O)(OCN1N=C2C(=CC(=CC2=C1)C#CC1=NC(=NC=C1)C1=NC(=NC=C1)N1CC2=CC=C(C=C2C1)OC)F)(O)O